6-(4-(((2R,3R,4S,5S)-3,4-dihydroxy-5-((6-(trifluoromethyl)pyridin-2-yl)oxy)tetrahydro-2H-pyran-2-yl)methyl)piperazin-1-yl)pyridazine-3-carboxylic acid O[C@H]1[C@H](OC[C@@H]([C@H]1O)OC1=NC(=CC=C1)C(F)(F)F)CN1CCN(CC1)C1=CC=C(N=N1)C(=O)O